2-[(1-methyl-1H-1,2,3,4-tetrazol-5-yl)sulfanyl]-5-trifluoromethanesulfonylbenzoic acid CN1N=NN=C1SC1=C(C(=O)O)C=C(C=C1)S(=O)(=O)C(F)(F)F